C(C1=CC=CC=C1)[C@@H]1N(C(OC1)=O)C([C@H](CCC)C)=O (S)-4-benzyl-3-((S)-2-methylpentanoyl)-oxazolidin-2-one